C(C)\C(=C(/C(=O)O)\CC)\C(=O)O diethyl-fumaric acid